ClC1=C(CN2C(=NC3=C2C=CC(=C3)O)C3=CC=C(C=C3)CC(C)C)C=CC=C1 (2-chlorobenzyl)-2-(4-isobutylphenyl)-1H-benzo[d]imidazol-5-ol